N-(3-(4'-(pyridin-2-ylmethoxy)-4,5,5',6'-tetrahydro-2H-spiro[furan-3,8'-pyrano[3,4-b]pyridin]-2'-yl)-1H-pyrrolo[2,3-c]pyridine-5-yl)acetamide N1=C(C=CC=C1)COC1=C2C(=NC(=C1)C1=CNC3=CN=C(C=C31)NC(C)=O)C3(OCC2)COCC3